4-(5-(5-hydroxy-6-((hydroxyimino)methyl)pyridin-2-yl)pentyl)-4-methylmorpholin-4-ium trifluoromethanesulfonate FC(S(=O)(=O)[O-])(F)F.OC=1C=CC(=NC1C=NO)CCCCC[N+]1(CCOCC1)C